8-azido-7-fluoro-5-(2,3,4,5-tetrahydro-1H-benzo[b]azepin-1-yl)-[1,2,4]triazolo[4,3-a]quinazoline N(=[N+]=[N-])C1=C(C=C2C(=NC=3N(C2=C1)C=NN3)N3C1=C(CCCC3)C=CC=C1)F